(4-(4-(cyclopropylamino)-4-oxobutyl)-1-phenyl-1H-imidazol-2-yl)-3-(1-(fluoromethyl)-1H-pyrazol-4-yl)benzamide C1(CC1)NC(CCCC=1N=C(N(C1)C1=CC=CC=C1)C1=C(C(=O)N)C=CC=C1C=1C=NN(C1)CF)=O